CC1(CC1)C1=CC=C(C=C1)C12CCN(CC2C1)C(=O)C1CC2(C1)NC(OC2)=O (rac)-(2s,4s)-2-(6-(4-(1-methylcyclopropyl)phenyl)-3-azabicyclo[4.1.0]heptane-3-carbonyl)-7-oxa-5-azaspiro[3.4]octan-6-one